4-(6-hydrazino-2-(2-(pyridin-2-yl)ethoxy)pyrimidin-4-yl)morpholine N(N)C1=CC(=NC(=N1)OCCC1=NC=CC=C1)N1CCOCC1